C(=O)(O)C1=C\C(\C=CC1=O)=N/NC=1C=CC(=C(C(=O)O)C1)O 5-[(2Z)-2-(3-carboxy-4-oxocyclohexa-2,5-dien-1-ylidene)hydrazino]-2-hydroxybenzoic acid